(R)-(2-((3-(3,4-bis(benzyloxy)phenoxy)-2-hydroxypropyl)amino)ethyl)carbamic acid tert-butyl ester C(C)(C)(C)OC(NCCNC[C@H](COC1=CC(=C(C=C1)OCC1=CC=CC=C1)OCC1=CC=CC=C1)O)=O